3-(3-((5-cyclopropyl-2-((3-methyl-1-(8-methyl-8-azabicyclo[3.2.1]octan-3-yl)-1H-pyrazol-4-yl)amino)pyrimidin-4-yl)amino)propyl)-1,3-oxazepan-2-one C1(CC1)C=1C(=NC(=NC1)NC=1C(=NN(C1)C1CC2CCC(C1)N2C)C)NCCCN2C(OCCCC2)=O